O=C1NC(CCC1N1C(C2=CC(=C(C=C2C1=O)N1CC2(CCC1)CCN(CC2)C2CCN(CC2)C(=O)[O-])F)=O)=O 4-(2-(2-(2,6-dioxopiperidin-3-yl)-6-fluoro-1,3-dioxoisoindolin-5-yl)-2,9-Diazaspiro[5.5]undecan-9-yl)piperidine-1-carboxylate